FC(COC(C(F)F)=O)F difluoroacetic acid-2,2-difluoroethyl ester